C(CC\C=C/C)O (Z)-4-hexen-1-ol